4-(((7-(8-ethylnaphthalen-1-yl)-2-((tetrahydro-1H-pyrrolizin-7a(5H)-yl)methoxy)-5,6,7,8-tetrahydropyrido[3,4-d]pyrimidin-4-yl)amino)methyl)-5,6,7,8-tetrahydrocinnolin-3(2H)-one C(C)C=1C=CC=C2C=CC=C(C12)N1CC=2N=C(N=C(C2CC1)NCC=1C(NN=C2CCCCC12)=O)OCC12CCCN2CCC1